N-[5-[4-[(2,2-dimethylcyclohexyl)carbamoyl]-3,5-difluorophenyl]-4-fluoro-2-[rac-(3R,5S)-3,4,5-trimethylpiperazin-1-yl]phenyl]-6-oxo-4-(trifluoromethyl)-1H-pyridine-3-carboxamide CC1(C(CCCC1)NC(=O)C1=C(C=C(C=C1F)C=1C(=CC(=C(C1)NC(=O)C1=CNC(C=C1C(F)(F)F)=O)N1C[C@H](N([C@H](C1)C)C)C)F)F)C |r|